N-ethyl-N-methylquinoline-2-carboxamide C(C)N(C(=O)C1=NC2=CC=CC=C2C=C1)C